N-methyl-nicotinamide CNC(C1=CN=CC=C1)=O